NC1=NC(C=2N=CN(C2N1)COCCO)=O 2-Amino-9-(2-hydroxyethoxymethyl)-3H-purin-6-on